5-ethyl-3-(trifluoromethyl)-8,9-dihydropyrido[3',2':4,5]Pyrrolo[1,2-a]pyrazin-6(7H)-one C(C)C=1C2=C(N3C1C(NCC3)=O)N=CC(=C2)C(F)(F)F